C(C=C)(=O)OCC[N+](CC1=C(C=CC=C1)C(F)(F)F)(CCOC(C=C)=O)CCOC(C=C)=O tris(2-acryloyloxyethyl)(2-trifluoromethylbenzyl)ammonium